CN1CCN(CC1)CC1=C(C=C(C=C1)SCCC(=O)OCC(CCCC)CC)[N+](=O)[O-] 2-ethylhexyl 3-[4-[(4-methylpiperazin-1-yl)methyl]-3-nitro-phenyl]sulfanylpropanoate